C12(CC3CC(CC(C1)C3)C2)NS(=O)(=O)C2=CC=C(CCNC(C3=CC(=CC=C3)OCCC)=O)C=C2 N-(4-(N-((3R,5R)-adamantan-1-yl)aminosulfonyl)phenethyl)-3-propoxybenzamide